Dibenzoyl peroxid C(C1=CC=CC=C1)(=O)OOC(C1=CC=CC=C1)=O